O=C1CC(CC1)C(=O)OCC ethyl 3-oxocyclopentanecarboxylate